tert-butyl 2-[(4-cyano-2-fluorophenyl) methoxy]-3-iodo-6,8-dihydro-5H-1,7-naphthyridine-7-carboxylate C(#N)C1=CC(=C(C=C1)COC1=NC=2CN(CCC2C=C1I)C(=O)OC(C)(C)C)F